(3-(2,5-dihydrofuran-3-yl)phenyl)sulfonyl chloride O1CC(=CC1)C=1C=C(C=CC1)S(=O)(=O)Cl